CN(CCC1=CC=C(C=C1)C1=CC[C@@H](CN1C(=O)OC(C)(C)C)C)C |r| tert-Butyl rac-(3S)-6-[4-[2-(dimethylamino)ethyl]phenyl]-3-methyl-3,4-dihydro-2H-pyridine-1-carboxylate